tert-Butyl 2-[1-[3-(tert-butoxycarbonylamino)propyl]piperazin-1-ium-1-yl]acetate C(C)(C)(C)OC(=O)NCCC[N+]1(CCNCC1)CC(=O)OC(C)(C)C